C(=C)S(=O)(=O)NC=1C=C(C[C@H](N)C(=O)O)C=CC1 m-vinylsulfonylamino-L-phenylalanine